ClC=1C=C2C(=CN1)NC=C2C(C=2C=C(C(=C(C2)O)O)O)C2=CNC1=CN=C(C=C12)Cl 5-(bis(5-chloro-1H-pyrrolo[2,3-c]pyridin-3-yl)methyl)benzene-1,2,3-triol